chloroethyl-3-cyclohexyl-1-nitrosourea ClCCN(C(=O)NC1CCCCC1)N=O